4-(4,4,5,5-tetramethyl-1,3,2-dioxaborolan-2-yl)-[1,1'-biphenyl] CC1(OB(OC1(C)C)C1=CC=C(C=C1)C1=CC=CC=C1)C